CC(C)NC(O)=O.C(#N)C1(CC1)NS(=O)(=O)C=1C=C2C(=NC(=NC2=C(C1)N1CCNCC1)C)C=1SC(=NN1)C(F)F N-(1-cyanocyclopropyl)-4-(5-(difluoromethyl)-1,3,4-thiadiazol-2-yl)-2-methyl-8-(piperazin-1-yl)quinazoline-6-sulfonamide 1-methylethyl-carbamate